[Si](C)(C)(C(C)(C)C)OC1=C(C=NNS(=O)(=O)C2=CC=C(C=C2)C)C=CC=C1 N'-(2-((tert-Butyldimethylsilyl)oxy)benzylidene)-4-methylbenzenesulfonohydrazide